The molecule is a dihydroxyanthraquinone that is anthracene-9,10-dione substituted by hydroxy groups at positions 1 and 3 and a methyl group at position 2. It has been isolated from Rubia yunnanensis. It has a role as an antibacterial agent, an antioxidant, a hepatoprotective agent and a plant metabolite. CC1=C(C=C2C(=C1O)C(=O)C3=CC=CC=C3C2=O)O